(4-bromo-2-fluoro-3-methylphenyl)methanol BrC1=C(C(=C(C=C1)CO)F)C